acetenyl methacrylate C(C(=C)C)(=O)OC#C